FC1=CC=C(C=C1)C1=C(CCC(C1)(C)C)CN1C2CN(C(C1)C2)CC=2C=C1CN(C(C1=CC2)=O)C2CNCCC2 3-(5-((5-((4'-fluoro-5,5-dimethyl-3,4,5,6-tetrahydro-[1,1'-biphenyl]-2-yl)methyl)-2,5-diazabicyclo[2.2.1]heptan-2-yl)methyl)-1-oxoisoindolin-2-yl)piperidine